FC=1C=C(C=CC1)[C@H](CN[C@@H]1CC[C@H](CC1)OCC(=O)O)O 2-(((trans)-4-(((R)-2-(3-Fluorophenyl)-2-hydroxyethyl)amino)-cyclohexyl)oxy)acetic acid